C1(CC1)C(=O)N1[C@@H](CN(CC1)C1=NC(=NC=C1C#N)C=1C=NN(C1CCC(F)(F)F)C)C 4-[(3R)-4-(cyclopropylcarbonyl)-3-methylpiperazin-1-yl]-2-[1-methyl-5-(3,3,3-trifluoropropyl)-1H-pyrazol-4-yl]pyrimidine-5-carbonitrile